tert-butyl 2-((6-(4-fluoro-1H-pyrazol-1-yl) pyridin-3-yl) methyl)-2,9-diazaspiro[5.5]undecane-9-carboxylate FC=1C=NN(C1)C1=CC=C(C=N1)CN1CC2(CCC1)CCN(CC2)C(=O)OC(C)(C)C